(1R,3S,5R)-2-(2-(3-acetyl-7-methyl-5-(2-methylpyrimidin-5-yl)-1H-indazol-1-yl)acetyl)-5-methyl-N-(6-(pyridin-2-yloxy)pyridin-2-yl)-2-azabicyclo[3.1.0]hexane-3-carboxamide C(C)(=O)C1=NN(C2=C(C=C(C=C12)C=1C=NC(=NC1)C)C)CC(=O)N1[C@@H]2C[C@@]2(C[C@H]1C(=O)NC1=NC(=CC=C1)OC1=NC=CC=C1)C